C(CCCCC)OCCO ethylene glycol monon-hexyl ether